2-(4-((2-(Aminomethyl)-4-methylthiazol-5-yl)oxy)-3-fluorophenyl)-4-(2,6-difluorobenzyl)-2,4-dihydro-3H-1,2,4-triazol-3-one NCC=1SC(=C(N1)C)OC1=C(C=C(C=C1)N1N=CN(C1=O)CC1=C(C=CC=C1F)F)F